(S)-N-(2,4-difluorobenzyl)-1-(1-methylpyrrolidin-3-yl)methylamine FC1=C(CNC[C@H]2CN(CC2)C)C=CC(=C1)F